FC1=C(C=CC(=C1OC)F)NC(C)C=1C=C(C=C2C(N(C(=NC12)N1CC2=CC=CC=C2C1)C)=O)C 8-(1-((2,4-difluoro-3-methoxyphenyl)amino)ethyl)-2-(isoindolin-2-yl)-3,6-dimethylquinazolin-4(3H)-one